(6-methylpyrazin-2-yl)boronic acid CC1=CN=CC(=N1)B(O)O